N,N-dimethyl-2-((3-exo)-3-((4-((5-methyl-1H-pyrazol-3-yl)amino)thieno[3,2-d]pyrimidin-2-yl)amino)-8-azabicyclo[3.2.1]octan-8-yl)acetamide CN(C(CN1C2CC(CC1CC2)NC=2N=C(C1=C(N2)C=CS1)NC1=NNC(=C1)C)=O)C